CC(=C)C1=CC=C(C=C1)O α-methyl-p-hydroxystyrene